ClC1=C(COC=2C=C(OC=3C=C(C=C(C3)C)O)C=C(C2)C)C=CC=C1 3-[3-((2-chlorobenzyl)oxy)-5-methylphenoxy]-5-methylphenol